2,4,6,8-decatetraene CC=CC=CC=CC=CC